8-bromo-N-(2,4-dimethoxybenzyl)-9-methyl-9H-purin-6-amine BrC=1N(C2=NC=NC(=C2N1)NCC1=C(C=C(C=C1)OC)OC)C